cyclopentadienyl-bis[2,6-difluoro-3-(pyrrol-1-yl)phenyl]titanium (IV) C1(C=CC=C1)[Ti+](C1=C(C(=CC=C1F)N1C=CC=C1)F)C1=C(C(=CC=C1F)N1C=CC=C1)F